(S)-1-acetyl-4-methylcyclohex-3-en-1-yl 2,2-diphenylacetate C1(=CC=CC=C1)C(C(=O)O[C@@]1(CC=C(CC1)C)C(C)=O)C1=CC=CC=C1